ClC1=CC=C(C=C1)C=CC(=O)C1=CC=C(C=C1)CCCC(=O)O 4-[4-[3-(4-Chlorophenyl)prop-2-enoyl]phenyl]butanoic acid